N-(4-bromopyridin-2-yl)-3-[4-(2-methanesulfonylethyl)piperazin-1-yl]propanamide BrC1=CC(=NC=C1)NC(CCN1CCN(CC1)CCS(=O)(=O)C)=O